(S)-benzyl ((2-(2-methoxy-7-methylquinoxalin-5-yl)-7,8-dihydrobenzofuro[5,4-d]thiazol-7-yl)methyl)carbamate COC1=NC2=CC(=CC(=C2N=C1)C=1SC2=C(N1)C=CC1=C2C[C@H](O1)CNC(OCC1=CC=CC=C1)=O)C